CC1=CC(=NN1)NC=1C2=C(N=C(N1)NC1C[C@H]3CC[C@@H](C1)N3C(C)=O)C=CS2 1-((1R,3r,5S)-3-((4-((5-methyl-1H-pyrazol-3-yl)amino)thieno[3,2-d]pyrimidin-2-yl)amino)-8-azabicyclo[3.2.1]oct-8-yl)ethane-1-one